FC1=CC=C(C=C1)C(C1CCN(CC1)C(=O)OC(C)(C)C)OCC(F)(F)F tert-Butyl 4-((4-fluorophenyl)(2,2,2-trifluoroethoxy)methyl)piperidine-1-carboxylate